ClC1=C(C=CC2=C1C(=N[C@H](C=1N2C(=NN1)C)C)C1=C(C=CC=C1F)F)C=O (4S)-7-chloro-6-(2,6-difluorophenyl)-1,4-dimethyl-4H-[1,2,4]Triazolo[4,3-a][1,4]Benzodiazepine-8-Formaldehyde